BrC=1C(=NC=CC1)OC1CCOCC1 bromo-2-(oxan-4-yloxy)pyridin